NC=1C=C(C=C(C1)F)S(=O)(=O)NCCOCCOCCN(C(OC(C)(C)C)=O)C tert-butyl N-[2-[2-[2-[(3-amino-5-fluoro-phenyl)sulfonylamino]ethoxy]ethoxy] ethyl]-N-methyl-carbamate